copper-indium-chromium [Cr].[In].[Cu]